NCC1=CC=CC2=C1COC1=CC=C(C=C21)COC2=C(C=CC=C2)CC(=O)O 2-(2-((7-(aminomethyl)-6H-benzo[c]chromen-2-yl)methoxy)phenyl)acetic acid